tert-butyl (4R)-4-[3-[tert-butyl(dimethyl)silyl]oxypropoxymethyl]-2,2-dimethyl-oxazolidine-3-carboxylate [Si](C)(C)(C(C)(C)C)OCCCOC[C@H]1N(C(OC1)(C)C)C(=O)OC(C)(C)C